FC1([C@@H]([C@@H](N(C1)C(=O)C1CC(C1)F)CC=1C(=C(C=CC1)C1=CC=CC=C1)F)NS(=O)(=O)C)F N-[(2S,3R)-4,4-difluoro-2-[(2-fluoro[1,1'-biphenyl]-3-yl)methyl]-1-(3-fluoro-cyclobutane-1-carbonyl)pyrrolidin-3-yl]-methanesulfonamide